N-(4,4-diethyl-7-(2-hydroxypropan-2-yl)-4H-chromeno[4,3-d]thiazol-2-yl)-4,6-dimethoxypyrimidine-5-carboxamide C(C)C1(OC=2C=C(C=CC2C=2N=C(SC21)NC(=O)C=2C(=NC=NC2OC)OC)C(C)(C)O)CC